N[C@H]1CN(CCCC1)C1=C(C=C2C(C(=CN(C2=C1Cl)C1CC1)C(=O)[O-])=O)F (R)-7-[3-aminohexahydro-1H-azepin-1-yl]-8-chloro-1-cyclopropyl-6-fluoro-1,4-dihydro-4-oxo-3-quinolinecarboxylate